FC=1C=C(C=C(C1F)F)C1=C(C(=C(C(=C1OC)OC)OC)C=1C(=C(C(=C(C1OC)OC)OC)C1=CC(=C(C(=C1)F)F)F)CO)CO (S)-3,3'-bis(3,4,5-trifluorophenyl)-4,5,6,4',5',6'-hexamethoxybiphenyl-2,2'-dimethanol